[(2S)-2-Amino-3,3-dimethyl-butanoyl]-4-hydroxy-N-[[4-(4-methylthiazol-5-yl)phenyl]methyl]pyrrolidine-2-carboxamide dihydrochloride Cl.Cl.N[C@H](C(=O)N1C(CC(C1)O)C(=O)NCC1=CC=C(C=C1)C1=C(N=CS1)C)C(C)(C)C